BrC1=CC(=C(C(=O)OC)C=C1)CBr methyl 4-bromo-2-(bromomethyl)benzoate